COC=1C=C2[C@]3(C(NC2=CC1)=O)[C@@H](C3)C3=CC=C1C(=NNC1=C3)NC3=C(C=CC(=C3)S(=O)(=O)C3CCOCC3)OC (1R,2S)-5'-methoxy-2-{3-[2-methoxy-5-(oxane-4-sulfonyl)anilino]-1H-indazol-6-yl}spiro[cyclopropane-1,3'-indol]-2'(1'H)-one